BrC=1C(=C(OC=2C=C(C=CC2)CCCO)C=CC1)C 3-(3-(3-bromo-2-methylphenoxy)phenyl)propan-1-ol